8-cyclopropoxy-2,2,14,14-tetramethylpentadecanedioic acid C1(CC1)OC(CCCCCC(C(=O)O)(C)C)CCCCCC(C(=O)O)(C)C